1-ISOPROPYL-PYRROL-2-YLBORONIC ACID C(C)(C)N1C(=CC=C1)B(O)O